(1R,2s,5s)-5-(4-chlorobenzyl)-2-(chloromethyl)-2-methyl-1-(1H-1,2,4-triazol-1-ylmethyl)cyclopentanol ClC1=CC=C(C[C@@H]2CC[C@]([C@@]2(O)CN2N=CN=C2)(C)CCl)C=C1